FC=1C=C(C(=O)NC=2C=NC(=CC2)N2CCN(CC2)C2=CC=CC=C2)C=C(C1O)C=O 3-fluoro-5-formyl-4-hydroxy-N-(6-(4-phenylpiperazin-1-yl)pyridin-3-yl)benzoylAmine